1-(tert-butyl)-5-(cyclopropylsulfonyl)-1H-tetrazole C(C)(C)(C)N1N=NN=C1S(=O)(=O)C1CC1